(1s,4s)-4-(3-Chloroanilino)-4-(methoxycarbonyl)spiro[cyclohexane-1,1'-indene]-2'-carboxylic acid ClC=1C=C(NC2(CCC3(C(=CC4=CC=CC=C34)C(=O)O)CC2)C(=O)OC)C=CC1